2-(benzoyloxyimino)-1-[4-(phenylthio)phenyl]-1-octanone C(C1=CC=CC=C1)(=O)ON=C(C(=O)C1=CC=C(C=C1)SC1=CC=CC=C1)CCCCCC